C1(CCCCC1)NC(=O)C=1N=C(OC1)C1=CC(=CC=C1)OC N-Cyclohexyl-2-(3-methoxyphenyl)oxazole-4-carboxamide